C(C(=C)C)(=O)OCCSCCSCCSCCSCCOC(C(=C)C)=O 1,2-bis(methacryloyloxyethylthioethylthio)ethane